CN1CCN(CC1)CCNC1=NC(=NC2=CC=CC=C12)NCCC1=NC=CC=C1 N4-(2-(4-methylpiperazin-1-yl)ethyl)-N2-(2-(pyridin-2-yl)ethyl)quinazoline-2,4-diamine